2-[(2S,5R)-2,5-dimethylpyrrolidin-1-yl]pyridine-3-carboxamide C[C@@H]1N([C@@H](CC1)C)C1=NC=CC=C1C(=O)N